C(C)(C)C1=NOC(=N1)N1CCC(CC1)[C@H](C)OC1=NN2C(S1)=NC(=C2)C2=CC=[N+](C=C2)[O-] (S)-4-(2-(1-(1-(3-isopropyl-1,2,4-oxadiazol-5-yl)piperidin-4-yl)ethoxy)imidazo[2,1-b][1,3,4]thiadiazol-6-yl)pyridine 1-oxide